2-(4-(3-chloro-4-(2-chloro-3-(5-((((1r,3s)-3-hydroxy-3-methylcyclobutyl)amino)methyl)-6-methoxypyridin-2-yl)phenyl)pyridin-2-yl)-2-methoxybenzyl)-2,6-diazaspiro[3.4]octan-7-one ClC=1C(=NC=CC1C1=C(C(=CC=C1)C1=NC(=C(C=C1)CNC1CC(C1)(C)O)OC)Cl)C1=CC(=C(CN2CC3(C2)CNC(C3)=O)C=C1)OC